C(#N)CC1=CC(=C(C=C1B1OC(C(O1)(C)C)(C)C)NC(C(F)(F)F)=O)F N-[4-(cyanomethyl)-2-fluoro-5-(4,4,5,5-tetramethyl-1,3,2-dioxaborolan-2-yl)phenyl]-2,2,2-trifluoro-acetamide